(4-chlorophenyl)hydrazine hydrogen chloride Cl.ClC1=CC=C(C=C1)NN